rac-ethyl 2-[4-[4-amino-2-(N-[2-amino-1-methyl-2-oxo-ethyl]-4-fluoro-anilino)thiazole-5-carbonyl]phenoxy]-2-methyl-propanoate NC=1N=C(SC1C(=O)C1=CC=C(OC(C(=O)OCC)(C)C)C=C1)N(C1=CC=C(C=C1)F)[C@@H](C(=O)N)C |r|